(S-(2-myristoyloxyethyl))-(R)-cysteinyl-4-((6-amino-2-(butylamino)-8-hydroxy-9H-purin-9-yl)methyl)aniline tert-butyl-N-[(1r,4r)-4-(3-chloro-4-cyanophenoxy)cyclohexyl]carbamate C(C)(C)(C)OC(NC1CCC(CC1)OC1=CC(=C(C=C1)C#N)Cl)=O.C(CCCCCCCCCCCCC)(=O)OCCSC[C@H](N)C(=O)NC1=CC=C(C=C1)CN1C2=NC(=NC(=C2N=C1O)N)NCCCC